ClC=1C=C(C=CC1F)C=1C(=C2N(N1)CCC2)C2=CC=C1C=NNC1=C2 6-(2-(3-Chloro-4-fluorophenyl)-5,6-dihydro-4H-pyrrolo[1,2-b]pyrazol-3-yl)-1H-indazole